COC(=O)C1=CC=C2C(=N1)N(C(=N2)CCl)CC2OCC2 2-chloromethyl-3-(oxetan-2-ylmethyl)-3H-imidazo[4,5-b]pyridine-5-carboxylic acid methyl ester